FC1=CC=C(OC2=CC=C(C=N2)S(=O)(=O)N2[C@H]([C@@H]3CC[C@H](C2)N3C(=O)OCC)C(NO)=O)C=C1 ethyl (1S,2R,5R)-3-((6-(4-fluorophenoxy)pyridin-3-yl)sulfonyl)-2-(hydroxycarbamoyl)-3,8-diazabicyclo[3.2.1]octane-8-carboxylate